COC1=CC=C(C=C1)COC=1C=NC=CC1C#CC1=CN=C(C2=CN=C(C=C12)N)NC 4-[2-[3-[(4-Methoxyphenyl)methoxy]-4-pyridinyl]ethynyl]-N1-methyl-2,7-naphthyridine-1,6-diamine